C(CCCCCCCCC)OS(=O)(=O)OCCCCCCCCCC.[Na] Sodium didecylsulfate